bis(n-butyl-cyclopentadiene) hafnium dichloride [Cl-].[Cl-].[Hf+2].C(CCC)C1=CC=CC1.C(CCC)C1=CC=CC1